choline silanolate [SiH3][O-].OCC[N+](C)(C)C